[Na+].P(=O)([O-])([O-])OC=1C(=O)O[C@@H](C1O)[C@@H](O)CO.[Na+] ascorbic acid 2-phosphate sodium salt